BrC=1C=CC2=C(C(=NCC(N2)=S)C2=C(C=CC=C2F)F)C1Cl 7-bromo-6-chloro-5-(2,6-difluorophenyl)-1,3-dihydro-1,4-benzodiazepin-2-thione